C[C@]12CC3(CC(C[C@@](C1)(C3)C)C2)NC(NC2=CC=C(C(=O)N3CCC(CC3)C(=O)NOC)C=C2)=O 1-(4-{3-[(1r,3R,5S,7r)-3,5-dimethyladamantane-1-yl]ureido}benzoyl)-N-methoxypiperidine-4-carboxamide